benzyl ((1S,2S,3S,5R)-2-fluoro-8-azabicyclo[3.2.1]octan-3-yl)carbamate F[C@H]1[C@@H]2CC[C@H](C[C@@H]1NC(OCC1=CC=CC=C1)=O)N2